(R)-3-chloro-4-(3-((dimethylamino)methyl)-3-methoxypyrrolidin-1-yl)-2,6-difluoro-N-(6-fluoropyridin-2-yl)benzenesulfonamide ClC=1C(=C(C(=CC1N1C[C@](CC1)(OC)CN(C)C)F)S(=O)(=O)NC1=NC(=CC=C1)F)F